O(C=1C=C(C=CC1)N=C=O)C=1C=C(C=CC1)N=C=O 3,3'-ketodiphenyl diisocyanate